C(=O)(O)C(O)C(O)C(=O)O.C1=CC=C2NC=C3C2=C1C1=C[C@H](CN[C@@H]1C3)C(=O)N3CCCC3.C3=CC=C1NC=C2C1=C3C3=C[C@H](CN[C@@H]3C2)C(=O)N2CCCC2 ((6aR,9R)-4,6,6a,7,8,9-hexahydroindolo[4,3-fg]quinolin-9-yl)(pyrrolidin-1-yl)methanone hemitartrate